sodium tetradecyl amidosulfonate NS(=O)(=O)OCCCCCCCCCCCCCC.[Na]